FC1=C(C=CC(=C1)F)N1CC(N(C2(CN(C2)C=O)C1=O)CC1=CC=C(C=C1)C(F)(F)F)=O 8-(2,4-difluorophenyl)-6,9-dioxo-5-(4-(trifluoromethyl)benzyl)-2,5,8-triazaspiro[3.5]nonane-2-carbaldehyde